C(C)(C)N1N=NC=C1 3-isopropyltriazole